CC=1C=CC=C(C1)S(=O)(=O)[O-] 5-methylbenzenesulfonate